FC1=C(C=CC(=C1)I)NS(=O)(=O)C1=CNC2=CC(=CC=C12)C(F)(F)F N-(2-fluoro-4-iodophenyl)-6-(trifluoromethyl)-1H-indole-3-sulfonamide